FC1=CC=C(C=C1)C=1NCCN1 2-(4-fluorophenyl)-4,5-dihydro-1H-imidazole